methyl 1-(1-cyanocyclopropyl)-4-(1-methylhydrazine-1-carbonyl)-6-oxo-1,6-dihydropyridine-3-carboxylate C(#N)C1(CC1)N1C=C(C(=CC1=O)C(=O)N(N)C)C(=O)OC